3-(methacryloyloxy)propyl-dimethyl-chlorosilane methyl-6-(4-([1,1'-biphenyl]-4-yloxy)-2,5-dimethylthiophene-3-carboxamido)spiro[3.3]Heptane-2-carboxylate COC(=O)C1CC2(C1)CC(C2)NC(=O)C2=C(SC(=C2OC2=CC=C(C=C2)C2=CC=CC=C2)C)C.C(C(=C)C)(=O)OCCC[Si](Cl)(C)C